N-ethyl-3,4-methylenedioxyamphetamine HCl Cl.C(C)NC(C)CC1=CC2=C(C=C1)OCO2